O=C1OC=CN1[P]N1C(OC=C1)=O bis-(2-oxo-3-oxazolyl)phosphorus